C(#N)C=1C=CC(=NC1S(=O)(=O)C)C#CCNC(OC(C)(C)C)=O tert-butyl (3-(5-cyano-6-(methylsulfonyl)pyridin-2-yl)prop-2-ynyl)carbamate